hydroxypyridine ammonium salt [NH4+].OC1=NC=CC=C1